C(N1C(N=C(N=C1C1=C(C=C(C=C1)OCC(COCCCC)O)O)C1=C(C=C(C=C1)C)C)C1=C(C=C(C=C1)C)C)N1C(N=C(N=C1C1=C(C=C(C=C1)OCC(COCCCC)O)O)C1=C(C=C(C=C1)C)C)C1=C(C=C(C=C1)C)C methylenebis-{2,4-bis(2,4-dimethylphenyl)-6-[2-hydroxy-4-(3-butyloxy-2-hydroxypropoxy)phenyl]-s-triazine}